(2S,3R)-1-[7,7-difluoro-4-[(3R)-3-(oxetan-3-ylamino)-2,3-dihydrobenzofuran-6-yl]-5,6-dihydrocyclopenta[d]pyrimidin-2-yl]-2-methyl-azetidin-3-ol FC1(CCC2=C1N=C(N=C2C2=CC1=C([C@H](CO1)NC1COC1)C=C2)N2[C@H]([C@@H](C2)O)C)F